(S)-10-((5-chloro-2-((R)-2-methylthiomorpholino)pyrimidin-4-yl)amino)-2-cyclopropyl-3,3-difluoro-7-methyl-1,2,3,4-tetrahydro-[1,4]oxazepino[2,3-c]quinolin-6(7H)-one ClC=1C(=NC(=NC1)N1C[C@H](SCC1)C)NC1=CC=2C3=C(C(N(C2C=C1)C)=O)OCC([C@@H](N3)C3CC3)(F)F